C(C1=CC=CC=C1)NS(=O)(=O)C1=CC=C(C2=CC=CC=C12)NC(C1=C(C=CC=C1)C)=O N-(4-(N-benzylsulfamoyl)naphthalen-1-yl)-2-methylbenzamide